(2S,3S)-1-(3-cyano-6-methyl-4-(trifluoromethyl)pyridin-2-yl)-2-((1-methyl-1H-pyrazol-3-yl)carbamoyl)pyrrolidin-3-yl methanesulfonate CS(=O)(=O)O[C@@H]1[C@H](N(CC1)C1=NC(=CC(=C1C#N)C(F)(F)F)C)C(NC1=NN(C=C1)C)=O